(1R,4s)-4-(8-(2,4-dichloro-6-fluorophenylamino)-2-(((1S,2S)-2-hydroxycyclohexyl)methylamino)-9H-purin-9-yl)cyclohexanecarboxamide ClC1=C(C(=CC(=C1)Cl)F)NC=1N(C2=NC(=NC=C2N1)NC[C@H]1[C@H](CCCC1)O)C1CCC(CC1)C(=O)N